tert-butyl 2-(2-tert-butyl-3-methoxyphenyl)acetate C(C)(C)(C)C1=C(C=CC=C1OC)CC(=O)OC(C)(C)C